CC(=O)N1C2=C(CN(C1=O)NCC3=CN=CC=C3)C=C(C=C2)C(C(F)(F)F)(C(F)(F)F)F The molecule is a member of the class of quinazolines that is 3,4-dihydroquinazolin-2-one which is substituted at positions 1, 4, and 6 by acetyl, pyridin-3-ylmethyl, and perfluoroisopropyl groups, respectively. An insecticide used to control sucking and chewing pests by disturbing their coordination and ability to feed. It has a role as an insecticide, a TRPV channel modulator and an agrochemical. It is a member of quinazolines, a member of pyridines, a member of acetamides and an organofluorine compound.